FC(C(=O)O)(F)F.C1(CC1)OC=1C=C2CNCC2=CC1 5-cyclopropyloxyisoindoline trifluoroacetate